C1(CC1)C1=NNC(=C1)NC1=CC2=C(C(=NO2)NS(=O)(=O)C2=C(C=C(C=C2OC)C2N(CCC2)CC(F)F)OC)C=C1OC N-{6-[(3-cyclopropyl-1H-pyrazol-5-yl)amino]-5-methoxy-1,2-benzoxazol-3-yl}-4-[1-(2,2-difluoroethyl)pyrrolidin-2-yl]-2,6-dimethoxybenzene-1-sulfonamide